C(C1=CC=CC=C1)N[C@@H](COP(=O)(O)O)C(=O)O benzyl-phosphoserine